Methyl-nonanone CCC(CCCCCCC)=O